C(C)(C)N1N=NC=C1C=1C=C(C=CC1)N1N=C(C=C(C1=O)C)C(=O)O 1-[3-(3-isopropyltriazol-4-yl)phenyl]-5-methyl-6-oxo-pyridazine-3-carboxylic acid